N-methyl-1,5,9-triazabicyclo[4.4.0]decene CN1CCC2NCC=CN2C1